(1r,3r)-3-(2-methoxyethoxy)-N-methylcyclobutan-1-amine COCCOC1CC(C1)NC